2-[4-(4-Dimethylamino-1-piperazinyl)-6-(4-tertbutyloxycarbonylamino-1-piperidinyl)-pyrimidin-2-ylamino]-4-methyl-thiazole-5-carboxylic acid ethyl ester C(C)OC(=O)C1=C(N=C(S1)NC1=NC(=CC(=N1)N1CCN(CC1)N(C)C)N1CCC(CC1)NC(=O)OC(C)(C)C)C